lithium magnesium titanium oxide [O-2].[Ti+4].[Mg+2].[Li+]